BrC1=NC=CC(=C1)CN(C1CC1)CCO[Si](C)(C)C(C)(C)C N-((2-bromopyridin-4-yl)methyl)-N-(2-((tert-butyldimethylsilyl)oxy)ethyl)cyclopropanamine